1-{5-tert-butyl-3-[(2-chlorophenyl)methyl]-3H-[1,2,3]triazolo[4,5-d]pyrimidin-7-yl}pyrrolidine-3-thiol C(C)(C)(C)C=1N=C(C2=C(N1)N(N=N2)CC2=C(C=CC=C2)Cl)N2CC(CC2)S